C1(CCC(CC1)C(=O)OC)C(=O)ON1C(C2=CC=CC=C2C1=C=O)=C=O 1-(1,3-dicarbonyl isoindolin-2-yl) 4-methyl (1R,4R)-cyclohexane-1,4-dicarboxylate